OC1(C(\C=C\CCCC1)OC)CC(=O)O (E)-2-(1-hydroxy-2-methoxycyclooct-3-en-1-yl)acetic acid